3,5-dimethyl-2-(4-{[(3R)-1-methylpiperidin-3-yl]amino}pyrrolo[1,2-d][1,2,4]triazin-1-yl)phenol CC=1C(=C(C=C(C1)C)O)C=1C=2N(C(=NN1)N[C@H]1CN(CCC1)C)C=CC2